1-(4-cyclohexylbenzyl)piperidin C1(CCCCC1)C1=CC=C(CN2CCCCC2)C=C1